BrC=1C=C(N(C1)CC(CC(=O)Cl)(C)C)C#N (4-bromo-2-cyano-1H-pyrrol-1-yl)-3,3-dimethylbutyrylchloride